C(=O)(O)CN[C@@H](CCCCN)C(=O)O (1-carboxymethyl)lysine